CN1C(=O)N(C(=O)C(=C1Cl)CC1=CC=CC=C1)C 1,3-dimethyl-5-benzyl-6-chlorouracil